FC(C=1C=C(C=C(C1)C(F)(F)F)P(C1=C(C(=CC=C1OC)OC)C1=C(C=C(C=C1C(C)C)C(C)C)C(C)C)C1=CC(=CC(=C1)C(F)(F)F)C(F)(F)F)(F)F bis(3,5-bis(trifluoromethyl)phenyl)(2',4',6'-triisopropyl-3,6-dimethoxy-[1,1'-biphenyl]-2-yl)phosphane